2-[4-[(3S)-3-(5-cyano-3-pyridinyl)isoxazolidine-2-carbonyl]-1-piperidinyl]-N-(1-methylazetidin-3-yl)pyrimidine-4-carboxamide C(#N)C=1C=C(C=NC1)[C@H]1N(OCC1)C(=O)C1CCN(CC1)C1=NC=CC(=N1)C(=O)NC1CN(C1)C